methyl 3-(2-tert-butoxy-2-oxo-ethoxy)-4-chloro-5-[3-[[2,2-dimethyl-1-[(3-nitrophenyl)methylsulfonyl]-4-piperidyl]amino]phenyl]thiophene-2-carboxylate C(C)(C)(C)OC(COC1=C(SC(=C1Cl)C1=CC(=CC=C1)NC1CC(N(CC1)S(=O)(=O)CC1=CC(=CC=C1)[N+](=O)[O-])(C)C)C(=O)OC)=O